C12(CC3CC(CC(C1)C3)C2)NC(COC2=NC(=NC(=C2F)OC(C)C)SC)=O N-(adamantan-1-yl)-2-((5-fluoro-6-isopropoxy-2-(methylthio)pyrimidin-4-yl)oxy)acetamide